(R)-(2-chloro-7,8-dihydro-[1,4]dioxino[2',3':3,4]benzo[1,2-d]thiazol-7-yl)methyl (2-methylpyrimidin-5-yl)carbamate CC1=NC=C(C=N1)NC(OC[C@@H]1OC2=C(C3=C(N=C(S3)Cl)C=C2)OC1)=O